CC1=CC(=NC=N1)N1C[C@H]2CC[C@@H](C1)C2NC=2N=C1N(N2)CC[C@H]1OC1=C(C(=C(C=C1)F)F)F (R)-N-((1R,5S,8s)-3-(6-methylpyrimidin-4-yl)-3-azabicyclo[3.2.1]oct-8-yl)-7-(2,3,4-trifluorophenoxy)-6,7-dihydro-5H-pyrrolo[1,2-b][1,2,4]triazol-2-amine